BrC1=CC(=C(O[C@H](C(=O)NC(=NO)C2=CC=C(C=C2)F)C(C)C)C=C1)F (2S)-2-(4-bromo-2-fluorophenoxy)-N-[(4-fluorophenyl)(hydroxyimino)methyl]-3-methylbutanamide